N-(2-fluoro-4-(4-(2-hydroxyethyl)piperazin-1-yl)phenyl)-5'-(4-fluorophenyl)-3'-(trifluoromethyl)-1H,3'H-[2,4'-biimidazole]-5-carboxamide FC1=C(C=CC(=C1)N1CCN(CC1)CCO)NC(=O)C1=CN=C(N1)C=1N(C=NC1C1=CC=C(C=C1)F)C(F)(F)F